C1(=CC(=CC=C1)C1=CN=C(C=2N1C=CN2)N)C 5-(m-tolyl)imidazo[1,2-a]pyrazin-8-amine